4-[4-(azepan-1-yl)-8-fluoro-2-{[(2R,7aS)-2-fluorotetrahydro-1H-pyrrolizin-7a(5H)-yl]methoxy}pyrido[4,3-d]pyrimidin-7-yl]-5-ethynyl-6-fluoronaphthalen-2-ol N1(CCCCCC1)C=1C2=C(N=C(N1)OC[C@]13CCCN3C[C@@H](C1)F)C(=C(N=C2)C2=CC(=CC1=CC=C(C(=C21)C#C)F)O)F